benzamidine hypochlorite ClO.C(C1=CC=CC=C1)(=N)N